C(#N)C=1C=C(C(=O)N(C)[C@@H]2COCC=3NC(C=4C=C(C(=CC4C32)F)F)=O)C=CC1 (S)-3-cyano-N-(8,9-difluoro-6-oxo-1,4,5,6-tetrahydro-2H-pyrano[3,4-c]isoquinolin-1-yl)-N-methylbenzamide